β-isovalerolactone C1(CC(C)(C)O1)=O